O1C=C(C2=C1C=CC=C2)C[C@H](S(=O)(=O)CC2=CC(=CC(=C2)[N+](=O)[O-])Cl)B(O)O (R)-2-(benzofuran-3-yl)-1-((3-chloro-5-nitrophenyl)methylsulfonyl)ethylboronic acid